N=S1(CC(C1)C(=O)N)=O 1-imino-1λ6-Thietane-3-carboxamide-1-oxide